C(C)OC=1C=C(C=2N(C1)N=CC2C#N)C=2C=NC(=CC2)N2CC1N(C(C2)C1)CC1=CC(=NC=C1)C 6-ethoxy-4-(6-(6-((2-methylpyridin-4-yl)methyl)-3,6-diazabicyclo[3.1.1]heptan-3-yl)pyridin-3-yl)pyrazolo[1,5-a]pyridine-3-carbonitrile